trimethylolpropane di(methyl)acrylate CC(=CC(=O)O)C.C(O)C(CC)(CO)CO